C(#C)[C@@]1([C@H](O)[C@H](O)[C@@H](CO)O1)C1=CNC(=O)NC1=O ethynyl-pseudouridine